ClC1=CC2=C(C=N1)CC1(CN(CC1)CC1=CN=C(S1)NC(C)=O)O2 N-(5-((6-chloro-3H-spiro[furo[3,2-c]pyridin-2,3'-pyrrolidin]-1'-yl)methyl)thiazol-2-yl)acetamide